N-methyl-N-(6-(((1S,3S)-3-((7-(trifluoromethyl)-[1,2,4]triazolo[1,5-a]pyridin-2-yl)amino)cyclopentyl)amino)pyridin-3-yl)methylpicolinamide CN(C(C1=NC=CC=C1)=O)CC=1C=NC(=CC1)N[C@@H]1C[C@H](CC1)NC1=NN2C(C=C(C=C2)C(F)(F)F)=N1